2-[(E)-3,3-dimethylbut-1-enyl]-4,4,5,5-tetramethyl-1,3,2-dioxaborolane CC(/C=C/B1OC(C(O1)(C)C)(C)C)(C)C